4-((1R,3R,4R)-3-hydroxy-4-methylcyclohexylamino)pyrimidine-5-carbonitrile O[C@@H]1C[C@@H](CC[C@H]1C)NC1=NC=NC=C1C#N